N[C@H]1C[C@H](N(C1)C1=C(C=CC(=C1)F)C=1C(=NC(=NC1)C1=C(C=CC=C1OC)F)C(=O)N)CO (2-((2S,4S)-4-amino-2-(hydroxymethyl)pyrrolidin-1-yl)-4-fluorophenyl)-2-(2-fluoro-6-methoxyphenyl)pyrimidine-4-carboxamide